CC1=C(C=C(C(=O)N)C=C1)CNC=1C=NC=C(C1)C1=CC=CC=C1 4-methyl-3-{[(5-phenylpyridin-3-yl)amino]methyl}benzamide